dichloro(phenyl)(vinyl)silane Cl[Si](C=C)(C1=CC=CC=C1)Cl